N1C=C(C2=CC=CC=C12)CCCNS(=O)(=O)C1=CC=C(C=C1)OCCCN1CCC(CC1)O N-(3-(1H-indol-3-yl)propyl)-4-(3-(4-hydroxypiperidin-1-yl)propoxy)benzenesulfonamide